(R)-1,1,1-trifluoro-2-((S)-6-((1r,4S)-4-(methoxymethoxy)-4-methylcyclohexyl)-4-methyl-5,6-dihydro-4H-isoxazolo[5,4-e]indazol-3-yl)propane FC([C@H](C)C1=NOC=2C=3C=NN(C3C[C@@H](C21)C)C2CCC(CC2)(C)OCOC)(F)F